CC1=CSC=2C3(N(C(C21)=O)C)CC2(C3)CC2 3'',5''-dimethyldispiro[cyclopropane-1,1'-cyclobutane-3',6''-thieno[2,3-c]pyrrol]-4''(5''H)-one